FC1=C(N=CC2=C1N=C(N=C2N2CC(CCC2)(O)C)OCC21CCCN1CCC2)C2=CC=CC1=CC=CC=C21 (8-fluoro-2-((hexahydro-1H-pyrrolizin-7a-yl)methoxy)-7-(naphthalen-1-yl)pyrido[4,3-d]pyrimidin-4-yl)-3-methylpiperidin-3-ol